ClC1=NNC2=NC(=C(C=C21)F)NC2=C1CCCC1=CC=C2 3-chloro-N-(2,3-dihydro-1H-inden-4-yl)-5-fluoro-1H-pyrazolo[3,4-b]pyridin-6-amine